CC1=NOC(=C1C1=CC=C2C=3N([C@H](COC31)C3=NC=CC=C3)C(=N2)C2CCN(CC2)C(=O)OC(C)(C)C)C tert-Butyl 4-[(4S)-7-(3,5-dimethylisoxazol-4-yl)-4-pyridin-2-yl-4,5-dihydroimidazo[1,5,4-de][1,4]benzoxazin-2-yl]piperidine-1-carboxylate